FC1CC(C1)(C1=NC=CC=C1F)CNC1=NC=C(C=N1)C1=CC=C(N=N1)O 6-[2-({[3-fluoro-1-(3-fluoro(2-pyridyl))cyclobutyl]methyl}amino)pyrimidin-5-yl]pyridazin-3-ol